((1-cyclopropyl-1H-imidazol-5-yl)methyl)-1H-benzo[d]imidazole C1(CC1)N1C=NC=C1CN1C=NC2=C1C=CC=C2